1-[(2R,3R,4R,5R)-3,4-dihydroxy-5-(hydroxymethyl)-3-methyloxolan-2-yl]-3H-pyrimidine-2,4-dione O[C@]1([C@@H](O[C@@H]([C@H]1O)CO)N1C(NC(C=C1)=O)=O)C